1-(3-chloro-2-fluorobenzyl)-4-((3,5-difluoro-6-((5-methyl-1H-pyrazol-3-yl)amino)pyridin-2-yl)methyl)piperidine-4-carboxylic acid ClC=1C(=C(CN2CCC(CC2)(C(=O)O)CC2=NC(=C(C=C2F)F)NC2=NNC(=C2)C)C=CC1)F